COC=1C2=C(N=C(N1)NC1=NNC(=C1)C)N(C=C2)C2CC1CCC(C2)N1CCC#N 3-((3-exo)-3-(4-methoxy-2-((5-methyl-1H-pyrazol-3-yl)amino)-7H-pyrrolo[2,3-d]pyrimidin-7-yl)-8-azabicyclo[3.2.1]octan-8-yl)propionitrile